C1(=CC=CC=C1)SC1=CC=C(C=C1)C(C(CC)=NO)=O 1-(4-phenylmercaptophenyl)-butan-1,2-dione-2-oxime